Cl[SiH]1N(CCN1[Si](C)(C)C)[Si](C)(C)C 2-chloro-1,3-bis(trimethylsilyl)-1,3-diaza-2-silacyclopentane